4-OXO-3,4-DIHYDROQUINAZOLINE O=C1NC=NC2=CC=CC=C12